dibenzyl (4-(hydroxymethyl)phenyl) phosphate P(=O)(OCC1=CC=CC=C1)(OCC1=CC=CC=C1)OC1=CC=C(C=C1)CO